N-(6-bromopyridin-2-yl)-4-methylpyrrolidine-2-carboxamide BrC1=CC=CC(=N1)NC(=O)C1NCC(C1)C